2-(3-Hydroxypropylamino)acetic acid OCCCNCC(=O)O